alpha-vinyl-acetate C(=C)CC(=O)[O-]